Cl.ClCC1=NN2C(C=C(C=C2)C2CC2)=N1 (chloromethyl)-7-cyclopropyl-[1,2,4]triazolo[1,5-a]pyridine hydrochloride